2-(4-(5-amino-1-(1-(but-2-ynyl)piperidin-3-yl)imidazo[1,5-c]pyrimidin-3-yl)-3-fluorophenoxy)isonicotinic acid NC1=NC=CC=2N1C(=NC2C2CN(CCC2)CC#CC)C2=C(C=C(OC=1C=C(C(=O)O)C=CN1)C=C2)F